(3S,4S)-4-((S)-5H-imidazo[5,1-a]isoindol-5-yl)-tetrahydrofuran-3-amine C=1N=CN2C1C1=CC=CC=C1[C@@H]2[C@@H]2[C@@H](COC2)N